[Si](C1=CC=CC=C1)(C1=CC=CC=C1)(C(C)(C)C)OC[C@H]1[C@H](C1)COCCC(=O)OC(C)(C)C tert-butyl 3-(((1S,2R)-2-(((tert-butyldiphenylsilyl)oxy)methyl)cyclopropyl)methoxy)propanoate